3-methyl-5-chloro-N,N-dimethyl-2-methylaminothiobenzamide CC=1C(=C(C(=S)N(C)C)C=C(C1)Cl)NC